C(C)(C)(C)OC(=O)NC[C@H]1N2C(N([C@H](C=C1C)C2)O[C@H](C(=O)OCC)F)=O ethyl (2S)-2-(((2S,5R)-2-(((tert-butoxycarbonyl)amino)methyl)-3-methyl-7-oxo-1,6-diazabicyclo[3.2.1]oct-3-en-6-yl)oxy)-2-fluoroacetate